8-(2-(((4,4-difluorocyclohexyl)methyl)amino)-7H-pyrrolo[2,3-d]pyrimidin-5-yl)-3,4-dihydrobenzo[f][1,4]oxazepin-5(2H)-one FC1(CCC(CC1)CNC=1N=CC2=C(N1)NC=C2C2=CC1=C(C(NCCO1)=O)C=C2)F